(R)-N-(1-(1-(2-chloro-3-fluoropyridin-4-yl)-4-methyl-1H-1,2,3-triazol-5-yl)ethyl)-2-methylpropane-2-sulfinamide ClC1=NC=CC(=C1F)N1N=NC(=C1C(C)N[S@](=O)C(C)(C)C)C